OC1=C(N=C(C2=CC(=CC=C12)OC1=CC=CC=C1)CN(C)OC)C(=O)NCC(=O)O (4-hydroxy-1-((methoxy(methyl)amino)methyl)-7-phenoxyisoquinoline-3-carbonyl)glycine